C(CCC)[Sn](OC)(OC)CCCC Dibutyl-dimethoxytin